N12OCCC(CC1)C2 oxa-azabicyclo[3.2.1]octane